rac-2-[N-(4-amino-5-benzoyl-thiazol-2-yl)4-(trifluoromethoxy)anilino]propanamide NC=1N=C(SC1C(C1=CC=CC=C1)=O)N(C1=CC=C(C=C1)OC(F)(F)F)[C@@H](C(=O)N)C |r|